CC1=CC=C(C=C1)C1(C2=CC=CC=C2C=2C=CC(=CC12)C1=CC=2C(C3=CC(=CC=C3C2C=C1)C1=CC=2C(C3=CC=CC=C3C2C=C1)(C1=CC=C(C=C1)C)C1=CC=C(C=C1)C)(C1=CC=C(C=C1)C)C1=CC=C(C=C1)C)C1=CC=C(C=C1)C 2,7-bis[9,9-bis(4-methylphenyl)-fluoren-2-yl]-9,9-bis(4-methylphenyl)fluorene